C1(=CC=CC=C1)C=1OC2=CC=CC=C2C(C1)=O phenyl-chromone